COC1=CC=CC(=N1)NC(=O)C=1C=2C[C@@H]3[C@H](C2N(N1)C1=C(C=C(C=C1)F)F)C3 (1aR,5aR)-2-(2,4-Difluorophenyl)-1a,2,5,5a-tetrahydro-1H-2,3-diaza-cyclopropa[a]pentalene-4-carboxylic acid (6-methoxy-pyridin-2-yl)-amide